ethyl 1-(3-chloro-2-fluorophenyl)-5-methyl-1H-pyrazole-4-carboxylate ClC=1C(=C(C=CC1)N1N=CC(=C1C)C(=O)OCC)F